OCCCCC(C)O 1,5-dihydroxyhexane